N-cyclopropyl-5-((1R,6S)-5-((7-ethyl-6-oxo-5,6-dihydro-1,5-naphthyridin-3-yl)methyl)-2,5-diazabicyclo[4.2.0]oct-2-yl)pyridineamide C1(CC1)NC(=O)C1=NC=C(C=C1)N1[C@@H]2CC[C@@H]2N(CC1)CC=1C=NC=2C=C(C(NC2C1)=O)CC